2-amino-3-hydroxynitrobenzene C1=CC(=C(C(=C1)O)N)[N+](=O)[O-]